IC1=CC=C(C=C1)NC(N)=N 3-(4-iodophenyl)guanidine